8-(4-Ethoxy-3-(trifluoromethyl)phenyl)-9-(4-((1-(3-fluoropropyl)azetidin-3-yliden)methyl)phenyl)-6,7-dihydro-5H-benzo[7]annulen C(C)OC1=C(C=C(C=C1)C=1CCCC2=C(C1C1=CC=C(C=C1)C=C1CN(C1)CCCF)C=CC=C2)C(F)(F)F